dihydroxyl-dibenzocyclohexanone OC1(C(C2=C(C3=C1C=CC=C3)C=CC=C2)=O)O